CC1(OCCN(C1)CCNC(=O)C=1C=C(C(=NC1)C)NC(=O)C1=NN=C2N1C=CC(=C2)C=2C=NN(C2)C)C N-(5-((2-(2,2-dimethylmorpholino)ethyl)carbamoyl)-2-methylpyridin-3-yl)-7-(1-methyl-1H-pyrazol-4-yl)-[1,2,4]triazolo[4,3-a]pyridine-3-carboxamide